C(C)OC(=O)C1=C(OC2=C1C=C(C=C2)S(NCCC2=CC=CC=C2)(=O)=O)C 2-methyl-5-(N-phenethylsulfamoyl)benzofuran-3-carboxylic acid ethyl ester